ClC1=NC=CC(=C1\C=N/NC1CCN(CC1)C(=O)OC(C)(C)C)I tert-butyl (Z)-4-(2-((2-chloro-4-iodopyridin-3-yl)methylene)hydrazineyl)piperidine-1-carboxylate